methyl 4-(5-(((trifluoromethyl)sulfonyl)oxy)-7,8-dihydronaphthalen-1-yl)benzoate FC(S(=O)(=O)OC=1C=2C=CC=C(C2CCC1)C1=CC=C(C(=O)OC)C=C1)(F)F